N1(CCCCC1)C1CCN(CC1)C(=O)OC1=CC(=NN1)C 3-methyl-1H-pyrazol-5-yl [1,4'-bipiperidine]-1'-carboxylate